C1(CCCCCC1)CN1CCNCC1 4-(cycloheptylmethyl)piperazin